2-cyclopentyl-1-[(2R,4R)-2-methyltetrahydro-2H-pyran-4-yl]-1H-imidazo[4,5-c]quinoline-8-carbonitrile, formate salt C(=O)O.C1(CCCC1)C=1N(C2=C(C=NC=3C=CC(=CC23)C#N)N1)[C@H]1C[C@H](OCC1)C